BrCCOC=1C=NC=CC1 3-(2-Bromoethoxy)pyridine